NC1=NC=NN2C1=C(C=C2C=2C=C(C(=NC2)OC)C(=O)NC2CN(CC2F)CC2=CC(=CC=C2)C(F)(F)F)C(F)(F)F 5-[4-amino-5-(trifluoromethyl)pyrrolo[2,1-f][1,2,4]triazin-7-yl]-N-(4-fluoro-1-{[3-(trifluoromethyl)phenyl]methyl}pyrrolidin-3-yl)-2-methoxypyridine-3-carboxamide